hexafluorooxypropane FOC(CC(OF)(OF)OF)(OF)OF